N1(N=CN=C1)C1=CC=C(CC2=NN=NN2)C=C1 5-(4-(1H-1,2,4-triazol-1-yl)benzyl)-1H-tetrazole